3,5-di-tert-butyl-4-hydroxy-benzyl cyanide C(C)(C)(C)C=1C=C(CC#N)C=C(C1O)C(C)(C)C